N-(5-(((7-(1H-pyrazol-4-yl)-2,3-dihydrofuro[3,2-c]pyridin-4-yl)amino)methyl)-2-fluorophenyl)-1,2,3,4-tetrahydroisoquinoline-6-carboxamide N1N=CC(=C1)C=1C2=C(C(=NC1)NCC=1C=CC(=C(C1)NC(=O)C=1C=C3CCNCC3=CC1)F)CCO2